CN1C2=C(C3=CC=CC=C13)C=CN1C2=NC=C1C1=CC=CC=C1 11-Methyl-3-phenyl-11H-imidazo[1',2':1,2]pyrido[3,4-b]indole